tert-butyl N-(4-chloro-2-iodo-phenyl)carbamate ClC1=CC(=C(C=C1)NC(OC(C)(C)C)=O)I